tert-Butyl (S)-4-(5-(6-methoxyquinolin-4-yl)-2-oxooxazolidin-3-yl)piperidine-1-carboxylate COC=1C=C2C(=CC=NC2=CC1)[C@H]1CN(C(O1)=O)C1CCN(CC1)C(=O)OC(C)(C)C